[Cl-].[Li+].BrC1=CC=C(C=C1)[Mg]Cl (4-bromophenyl)magnesium chloride lithium chloride